t-butoxycarbonyl-oxyvinyl-benzene C(C)(C)(C)OC(=O)OC=CC1=CC=CC=C1